CN1C(=NC(=C1)C(F)(F)F)N1CCC(CC1)O 1-(1-methyl-4-(trifluoromethyl)-1H-imidazol-2-yl)piperidin-4-ol